N-(5-iodopyridin-2-yl)piperidine-4-carboxamide IC=1C=CC(=NC1)NC(=O)C1CCNCC1